(R)-3-(1-(3-(2H-1,2,3-triazol-2-yl)propyl)pyrrolidin-3-yl)-1H-indol-4-ol N=1N(N=CC1)CCCN1C[C@H](CC1)C1=CNC=2C=CC=C(C12)O